FC(OC=1C=CC(=C(C1)N1C(N(C(C1)C#N)C1=CN=CC2=CC=CC=C12)=O)C)F 1-(5-(difluoromethoxy)-2-methylphenyl)-3-(isoquinolin-4-yl)-2-oxoimidazolidine-4-carbonitrile